trans-4-(5-(cis-3-(trifluoromethoxy)cyclobutyl)-1,3,4-oxadiazol-2-yl)cyclohexanecarboxylic acid FC(O[C@H]1C[C@H](C1)C1=NN=C(O1)[C@@H]1CC[C@H](CC1)C(=O)O)(F)F